(6Z)-10,13-dihydroxyoctadeca-6-enoic acid OC(CC\C=C/CCCCC(=O)O)CCC(CCCCC)O